CC1C(=O)OC1 2-methylpropanolide